1-(2-hydroxyethyl)imidazoline-2-one OCCN1C(NCC1)=O